(2R)-N-[4-methyl-3-(4,4,5,5-tetramethyl-1,3,2-dioxaborolan-2-yl)phenyl]-2-(trifluoromethyl)morpholine-4-carboxamide CC1=C(C=C(C=C1)NC(=O)N1C[C@@H](OCC1)C(F)(F)F)B1OC(C(O1)(C)C)(C)C